ClC1=C(N)C=CC=C1C(F)(F)F 2-chloro-3-(trifluoromethyl)aniline